OC(C)(C)C1=CC=C(C#N)C=C1 4-(2-hydroxypropan-2-yl)benzonitrile